tert-butyl (1R,2R,5S)-8-benzyl-2-(2-hydroxyethyl)-3,8-diazabicyclo[3.2.1]-octane-3-carboxylate C(C1=CC=CC=C1)N1[C@H]2[C@H](N(C[C@@H]1CC2)C(=O)OC(C)(C)C)CCO